C(#N)N1C[C@@H](CC1)N(C(=O)N1CC(OCC1)C1=CC=CC=C1)C N-((R)-1-cyanopyrrolidin-3-yl)-N-methyl-2-phenylmorpholine-4-carboxamide